CC1C(O)=CC2=C(C=1C)O[C@](C)(CCC[C@H](C)CCC[C@H](C)CCCC(C)C)CC2 gamma-Tocopherol